5-bromo-N4-(3-methanesulfonylphenyl)-N2-[(4-methoxyphenyl)methyl]Pyridine-2,4-diamine BrC=1C(=CC(=NC1)NCC1=CC=C(C=C1)OC)NC1=CC(=CC=C1)S(=O)(=O)C